NC=1C(=NN(C1)C1CN(CCC1)C)C(=O)N 4-amino-1-(1-methylpiperidin-3-yl)-1H-pyrazole-3-carboxamide